3-(8-acetyl-2-oxo-1,8-diazaspiro[4.5]dec-3-yl)-2-aminopropionic acid methyl ester hydrochloride Cl.COC(C(CC1C(NC2(C1)CCN(CC2)C(C)=O)=O)N)=O